C(\C=C/C(=O)O)(=O)O.C1=CC=CC=2SCC3=C([C@H](C21)NC(CCCN2CCN(CC2)C2=CC=C(C=C2)F)=O)C=CC=C3 |r| (±)-N-(6,11-Dihydrodibenzo(b,e)thiepin-11-yl)-4-(p-fluorophenyl)-1-piperazinebutyramide maleate